2,6-Bis(1,1-dimethylethyl)pyridine CC(C)(C)C1=NC(=CC=C1)C(C)(C)C